ClC=1C=C(C=CC1F)[C@@H](NC(=O)N1[C@@H](C(NCC1)=O)C)[C@@H]1C[C@@H](C1)OC(F)F (2R)-N-((S)-(3-chloro-4-fluorophenyl)(cis-3-(difluoromethoxy)cyclobutyl)-methyl)-2-methyl-3-oxopiperazine-1-carboxamide